(E)-ethyl 4-(3-chloro-4-(cinnamoyloxy)-5-methoxyphenyl)-6-methyl-2-oxo-1,2,3,4-tetrahydropyrimidine-5-carboxylate ClC=1C=C(C=C(C1OC(\C=C\C1=CC=CC=C1)=O)OC)C1NC(NC(=C1C(=O)OCC)C)=O